COCCCCCCOC 1,6-dimethoxyhexane